2-(3-bromo-2-fluoro-phenyl)ethylamine BrC=1C(=C(C=CC1)CCN)F